O1CC(C1)CN1C=NC2=C1C=C(C=C2)C(=O)O 1-(oxetan-3-ylmethyl)-1H-benzo[d]imidazole-6-carboxylic acid